C1(=CC=CC2=CC=CC=C12)S(=O)(=O)C1=CC=C(C=C1)CNC(=O)C1=CC=2C(=CN=CC2)S1 N-{[4-(naphthalene-1-sulfonyl)phenyl]methyl}thieno[2,3-c]pyridine-2-carboxamide